methyl 3-(cyclohexyloxy)-4-(1-(2-((2-((S)-2,2-dimethylcyclopropane-1-carbonyl)-6-(thiazole-5-carbonyl)-2,6-diazaspiro[3.4]octan-8-yl)methoxy)acetyl)piperidin-4-yl)benzoate C1(CCCCC1)OC=1C=C(C(=O)OC)C=CC1C1CCN(CC1)C(COCC1CN(CC12CN(C2)C(=O)[C@@H]2C(C2)(C)C)C(=O)C2=CN=CS2)=O